COC(=O)C1=CC=C(C=C1)C1[N@](C1)C(=O)OC(C)(C)C tert-butyl (S)-2-(4-(methoxycarbonyl)phenyl)aziridine-1-carboxylate